2-tertiary Amyl-Anthracene tert-Butyl-(3-(2-(benzyloxy)phenyl)prop-2-yn-1-yl)(4,4-difluorocyclohexyl)carbamate C(C)(C)(C)OC(N(C1CCC(CC1)(F)F)CC#CC1=C(C=CC=C1)OCC1=CC=CC=C1)=O.C(C)(C)(CC)C1=CC2=CC3=CC=CC=C3C=C2C=C1